ClC1=CC(=C(C=C1)[C@@]1(OC2=C(C=CC=C2C=C1)C1CCN(CC1)CC1=NC2=C(C=NC(=C2)C=2NC(=NN2)C(=O)N)N1C[C@H]1OCC1)C)F 5-(2-((4-((R)-2-(4-chloro-2-fluorophenyl)-2-methyl-2H-chromen-8-yl)piperidin-1-yl)methyl)-3-(((S)-oxetan-2-yl)methyl)-3H-imidazo[4,5-c]pyridin-6-yl)-4H-1,2,4-triazole-3-carboxamide